Calcium saccharin O=C1C2=CC=CC=C2S(=O)(=O)N1[Ca]N1C(=O)C2=CC=CC=C2S(=O)(=O)1